Disodium hydrogen phosphate dihydrate O.O.P(=O)(O)([O-])[O-].[Na+].[Na+]